N-ethyl-5-fluoro-2-(1-methyl-6-{1-[(2R)-3-methyl-1-(piperazin-1-yl)butan-2-yl]azetidin-3-yl}-1H-indazol-4-yl)-N-(isopropyl)benzamide C(C)N(C(C1=C(C=CC(=C1)F)C1=C2C=NN(C2=CC(=C1)C1CN(C1)[C@@H](CN1CCNCC1)C(C)C)C)=O)C(C)C